C(C1=CC=CC=C1)OC1=NC(=CC=C1)N1CC(CC1)(F)F 2-benzyloxy-6-(3,3-difluoropyrrolidin-1-yl)pyridine